bis(diethylamino)ethyl-(3-isopropenylphenyl)silane C(C)N(CC)C(C[SiH2]C1=CC(=CC=C1)C(=C)C)N(CC)CC